BrCC=1C(=NC2=C(C=CN=C2C1)OC1CC1)Cl (bromomethyl)-2-chloro-8-cyclopropoxy-1,5-naphthyridine